4-(3-dimethylaminoazetidin-1-yl)-6-methoxy-N-{4-(4,5,6,7-tetrahydropyrazolo[1,5-a]pyridin-3-yl)pyrimidin-2-yl}benzene-1,3-diamine CN(C1CN(C1)C1=C(C=C(C(=C1)OC)NC1=NC=CC(=N1)C=1C=NN2C1CCCC2)N)C